2-(1-methylindol-5-yl)acetaldehyde CN1C=CC2=CC(=CC=C12)CC=O